5-(4-methoxy-piperidin-1-yl)pyridin-2-amine COC1CCN(CC1)C=1C=CC(=NC1)N